C(C1=CC=CC=C1)OC1=CC=C2C(C=C(OC2=C1)N1CCOCC1)=O 7-Benzyloxy-2-(morpholin-4-yl)-chromen-4-one